CC1=NC=C(C2=C1C=CS2)[N+](=O)[O-] 4-methyl-7-nitrothieno[3,2-c]pyridine